CC(CN=C=O)CCCC(C)N=C=O 2,6-dimethylhexamethylene diisocyanate